ethyl 2-benzyl-7-(4-fluorophenyl)-3-oxo-2-azabicyclo[4.1.0]hept-4-ene-7-carboxylate C(C1=CC=CC=C1)N1C2C(C2C=CC1=O)(C(=O)OCC)C1=CC=C(C=C1)F